azabenzene-3-carboxamide N1=CC(=CC=C1)C(=O)N